[Si](C)(C)(C(C)(C)C)O[C@@H](CC1(CC1)O)C (R)-1-(2-((tert-butyldimethylsilyl)oxy)propyl)cyclopropan-1-ol